3-(1-oxo-6-((4-(trifluoromethyl)-1H-pyrazol-1-yl)sulfonyl)isoindolin-2-yl)piperidine-2,6-dione O=C1N(CC2=CC=C(C=C12)S(=O)(=O)N1N=CC(=C1)C(F)(F)F)C1C(NC(CC1)=O)=O